(2-chlorotrityl)(R)-4-(((S)-1-aminopropan-2-yl)(methyl)amino)-3-benzyl-4-oxobutanoic acid ClC1=C(C(C2=CC=CC=C2)(C2=CC=CC=C2)[C@H](C(=O)O)C(C(=O)N(C)[C@H](CN)C)CC2=CC=CC=C2)C=CC=C1